6-bromo-4,5,7-trifluoro-indoline-2,3-dione BrC1=C(C(=C2C(C(NC2=C1F)=O)=O)F)F